N(=[N+]=[N-])C[C@@H]1[C@H]([C@H]([C@@H](O1)N1C(NC(C=C1)=O)=O)OC)O 1-[(2R,3R,4R,5R)-5-(azidomethyl)-4-hydroxy-3-methoxy-tetrahydrofuran-2-yl]pyrimidine-2,4-dione